COCC(=O)N1[C@@H](CCC1)C(=O)OC(C)(C)C tert-Butyl (2-methoxyacetyl)-L-prolinate